4-[(3S)-3-amino-3-methylpyrrolidin-1-yl]-5-(3,5-difluorophenyl)-N-(2,4-dimethylpentan-3-yl)pyridine-3-carboxamide N[C@@]1(CN(CC1)C1=C(C=NC=C1C1=CC(=CC(=C1)F)F)C(=O)NC(C(C)C)C(C)C)C